1,2,3,4,5,6,7-heptamethyl-4,5,6,7-tetrahydroindenyl-tribenzyl-titanium CC1C(=C(C=2C(C(C(C(C12)C)C)C)(C)[Ti](CC1=CC=CC=C1)(CC1=CC=CC=C1)CC1=CC=CC=C1)C)C